CC1(NC2=C(N1)C(=CC(=C2C2=CC=CC=C2)C)C2=CC=CC=C2)C2=CC=CC=C2 (2,5-dimethyl-4,7-diphenyl-1H-benzo[d]imidazol-2-yl)benzene